6-isopropyl-4-((4-(4,4,5,5-tetramethyl-1,3,2-dioxaborolan-2-yl)phenyl)amino)-5,6-dihydro-7H-pyrrolo[3,4-d]pyrimidin-7-one C(C)(C)N1C(C=2N=CN=C(C2C1)NC1=CC=C(C=C1)B1OC(C(O1)(C)C)(C)C)=O